2,3,5-trifluoro-4-methoxybenzaldehyde FC1=C(C=O)C=C(C(=C1F)OC)F